COCC=1C(C(CC1)CC=C(CO)C)(C)C 4-[3-(Methoxymethyl)-2,2-dimethyl-cyclopent-3-en-1-yl]-2-methyl-but-2-en-1-ol